3,5-dihydroxyl-4-methoxyl-benzyl alcohol OC=1C=C(CO)C=C(C1OC)O